CC=1SC(=C(N1)C)CN1C(N(C2=C1C=CC(=C2)S(=O)(=O)NC2(CC2)C)C=2C=NSC2)=O 1-[(2,4-dimethylthiazol-5-yl)methyl]-3-isothiazol-4-yl-N-(1-methylcyclopropyl)-2-oxo-benzoimidazole-5-sulfonamide